C1(CC1)CC1=C(N)C=CC(=C1)OCC1=CC(=CC=C1)F 2-(cyclopropylmethyl)-4-((3-fluorobenzyl)oxy)aniline